FC1=C(C=CC(=C1)F)S1CC(CN2C(NC(C3=CC(=CC1=C23)C(F)(F)F)=O)=O)OC 1-(2,4-difluorophenyl)-3-methoxy-10-(trifluoromethyl)-3,4-dihydro-2H,6H-[1,4]thiazepino[2,3,4-ij]quinazoline-6,8(7H)-dione